N-(2-(2-acetyl-5-methoxyphenoxy)ethyl)-2,4-dichlorobenzamide C(C)(=O)C1=C(OCCNC(C2=C(C=C(C=C2)Cl)Cl)=O)C=C(C=C1)OC